amino(dithioperoxy)thiocarboxylic acid tert-butyl ester C(C)(C)(C)OC(=S)SSN